(ethylcyclopentadienyl)tris(methoxy)titanium C(C)C1(C=CC=C1)[Ti](OC)(OC)OC